methyl-(sodium) p-hydroxybenzoate OC1=CC=C(C(=O)O)C=C1.C[Na]